C(C(C)S)S 1,2-propandithiol